9-(4-methylpiperazin-1-yl)pyrido[2,3-b]phenazine-5,12-dione CN1CCN(CC1)C1=CC=C2N=C3C(C4=C(C(C3=NC2=C1)=O)N=CC=C4)=O